C(C)OC(=O)[C@H]1CN(CCC1)C=1C=C(OC(C(=O)N2CC3(CN(C3)C(=O)OC(C)(C)C)C2)(C)C)C=CC1 tert-butyl (R)-6-(2-(3-(3-(ethoxycarbonyl)piperidin-1-yl)phenoxy)-2-methylpropanoyl)-2,6-diazaspiro[3.3]heptane-2-carboxylate